C(C1=CC=CC=C1)OC1=NC(=CC=C1NC1=CC(=C(C=C1F)N1CCC(CC1)CCN1CCC2(CC(C2)NC(OCC2=CC=CC=C2)=O)CC1)F)OCC1=CC=CC=C1 benzyl (7-(2-(1-(4-((2,6-bis(benzyloxy)pyridin-3-yl)amino)-2,5-difluorophenyl)piperidin-4-yl)ethyl)-7-azaspiro[3.5]nonan-2-yl)carbamate